amino-8-chloro-(neopentylamino)quinoline-3-carbonitrile NC1=C(C(=NC2=C(C=CC=C12)Cl)NCC(C)(C)C)C#N